cyanoethyl-2-phenylimidazole C(#N)CCC=1N=C(NC1)C1=CC=CC=C1